N1CCCC2=CC=C(C=C12)C(=O)OC methyl 1,2,3,4-tetrahydroquinoline-7-carboxylate